(S)-tert-butyl 2-chloro-4-(2-(4,4,5,5-tetramethyl-1,3,2-dioxaborolan-2-yl)phenyl)-4,5-dihydrothieno[2,3-c]pyridine-6(7H)-carboxylate ClC1=CC2=C(CN(C[C@H]2C2=C(C=CC=C2)B2OC(C(O2)(C)C)(C)C)C(=O)OC(C)(C)C)S1